C(#N)C=1C=C(C=CC1)C1(C2=CC=CC=C2C=2C=CC(=CC12)B(O)O)C1=CC=CC=C1 (9-(3-cyanophenyl)-9-phenyl-9H-fluoren-2-yl)boronic acid